ClC1=CC(=C(CNC(=O)[C@@]2(C=3C=CC=NC3[C@@H](CC2)O)F)C=C1)C(F)(F)F (5R,8R)-N-(4-chloro-2-(trifluoromethyl)benzyl)-5-fluoro-8-hydroxy-5,6,7,8-tetrahydroquinoline-5-carboxamide